benzo[g][1]Benzofuran-4,5-dione O1C=CC2=C1C1=C(C(C2=O)=O)C=CC=C1